N-(5-((5-chloro-4-(3-(pyridin-3-yl)phenyl)pyrimidin-2-yl)amino)pyridin-3-yl)benzamide ClC=1C(=NC(=NC1)NC=1C=C(C=NC1)NC(C1=CC=CC=C1)=O)C1=CC(=CC=C1)C=1C=NC=CC1